P-mentha-1-en-9-al C1(=CCC(CC1)C(C=O)C)C